COC1=NC=C(C=C1N(S(=O)(=O)C)S(=O)(=O)C)B1OC(C(O1)(C)C)(C)C N-[2-methoxy-5-(4,4,5,5-tetramethyl-1,3,2-dioxaborolan-2-yl)-3-pyridyl]-N-methylsulfonyl-methanesulfonamide